4-(2,4-dioxotetra-hydropyrimidin-1(2H)-yl)-2-hydroxybenzaldehyde O=C1N(CCC(N1)=O)C1=CC(=C(C=O)C=C1)O